N1N=CC=2CC3C(CC12)C3 1,4,4a,5,5a,6-hexahydrocyclopropa[f]indazole